[K+].S(=O)(=O)([O-])C1=CC=C2C3=C(C=CC=C13)C(=O)OC2=O 4-sulfo-1,8-naphthalenedicarboxylic anhydride potassium salt